C(C1=CC=CC=C1)OC(CC[C@H](NC(=O)OC(C)(C)C)C(=O)O)=O N-(t-butoxycarbonyl)glutamic acid 5-benzyl ester